[I-].[Zn+2].CC1=NC(=C2NC=NC2=N1)NCC1=CC(=C(C=C1)O)O.[I-] 2-methyl-6-(3,4-dihydroxybenzylamino)purine zinc(II) iodide